BrC=1C=C(C=C2C=C(C=NC12)F)OCOC 8-bromo-3-fluoro-6-(methoxymethoxy)quinoline